diformylfolic acid C(=O)C(C(=O)O)(C[C@@H](C(=O)O)NC(=O)C1=CC=C(NCC2=CN=C3N=C(N)NC(=O)C3=N2)C=C1)C=O